C(C)C1=C(C=CC(=C1)O)N=C(N)C1=C(C=2N(N=C1)C=C(C2)C2=CC=CC=C2)N[C@H]2[C@H](CCCC2)C(F)(F)F N'-(2-ethyl-4-hydroxy-phenyl)-6-phenyl-4-[[(1R,2S)-2-(trifluoromethyl)cyclohexyl]-amino]pyrrolo[1,2-b]pyridazine-3-carboxamidine